C(C)OC(=O)C=1C=NN(C1)C1=NC(=C2N(C=NC2=N1)CC1=CC=C(C=C1)OC(C)=O)OCC1=CC=CC=C1 1-(7-(4-Acetoxybenzyl)-6-(benzyloxy)-7H-purin-2-yl)-1H-pyrazole-4-carboxylic acid ethyl ester